C(C)(C)(C)OC(=O)N1CCC(CC1)C(=O)N1CCC(CC1)(C(=O)O)C 1-{1-[(tert-butoxy)carbonyl]piperidine-4-carbonyl}-4-methylpiperidine-4-carboxylic acid